tert-butyl 4-(((3R,4R)-3-(4-(1H-pyrazol-1-yl)phenyl)-1-(oxetan-3-yl)piperidin-4-yl)methyl)-5,7-dimethyl-1H-indole-1-carboxylate N1(N=CC=C1)C1=CC=C(C=C1)[C@@H]1CN(CC[C@H]1CC1=C2C=CN(C2=C(C=C1C)C)C(=O)OC(C)(C)C)C1COC1